(5-Bromo-2-methyl-2H-1,2,3-triazol-4-yl)((hydroxy)methyl)-6,7-dihydropyrazolo[1,5-a]pyrazine-5(4H)-carboxylic acid tert-butyl ester C(C)(C)(C)OC(=O)N1CC=2N(CC1)N=C(C2C2=NN(N=C2Br)C)CO